O[C@@H]1C[C@H](N(C1)C([C@H](C(C)(C)C)NC(CC1=CC=C(C=C1)CCCC(=O)O)=O)=O)C(N[C@@H](C)C1=CC=C(C=C1)C1=C(N=CS1)C)=O 4-(4-(2-(((S)-1-((2S,4R)-4-hydroxy-2-(((S)-1-(4-(4-methylthiazol-5-yl)phenyl)ethyl)carbamoyl)pyrrolidin-1-yl)-3,3-dimethyl-1-oxobutan-2-yl)amino)-2-oxoethyl)phenyl)butanoic acid